O[C@@]1(C(N(CC1)C)=O)C1=NOC(=C1)C1=CC(=NC=C1)N1N=C(C2=CC=CC=C12)C(=O)N (R)-1-(4-(3-(3-hydroxy-1-methyl-2-oxopyrrolidin-3-yl)isoxazol-5-yl)pyridin-2-yl)-1H-indazole-3-carboxamide